bicyclohexane-3,4,3',4'-tetracarboxylic acid C1(CC(C(CC1)C(=O)O)C(=O)O)C1CC(C(CC1)C(=O)O)C(=O)O